(2R,6S)-N-{2-[(3-chloropyridin-4-yl)methyl]-2-azaspiro[3.3]heptan-6-yl}-2,6-dimethyl-4-[5-(trifluoromethyl)pyrimidin-2-yl]piperazine-1-carboxamide ClC=1C=NC=CC1CN1CC2(C1)CC(C2)NC(=O)N2[C@@H](CN(C[C@@H]2C)C2=NC=C(C=N2)C(F)(F)F)C